ethyl 5-[4-[1-(2-tert-butoxy-2-oxo-ethyl)-3-methyl-pyrazol-4-yl] phenyl]-1-methyl-imidazole-2-carboxylate C(C)(C)(C)OC(CN1N=C(C(=C1)C1=CC=C(C=C1)C1=CN=C(N1C)C(=O)OCC)C)=O